COC1=CC=C(C=C1)CCCCC(=O)O 5-(4-methoxyphenyl)pentanoic acid